C(C)(C)(C)OC(=O)NCC1=CC(=C(C(=C1)C)NC(=O)C1=CC2=C(OCCC3=C2SC=C3)C=C1C=1C(=NC(=CC1)C(NCCCC)=O)C(=O)OC)C methyl 3-(9-((4-(((tert-butoxycarbonyl)amino)methyl)-2,6-dimethylphenyl)carbamoyl)-4,5-dihydrobenzo[b]thieno[2,3-d]oxepin-8-yl)-6-(butylcarbamoyl)picolinate